C(C1=CC=CC=C1)OC1=C(SC=C1)C(=O)NC1=NC=CC(=C1)F 3-benzyloxy-N-(4-fluoropyridine-2-yl)thiophene-2-carboxamide